C12C=CC(CC1)C2 endo-norbornene